[Na].S1(=O)(=O)NC(=O)C2=CC=CC=C12 (saccharin)-Sodium salt